2-(n-butoxy)pyridine 7-Deazaadenosine-5'-O-monophosphate P(=O)(O)(O)OC[C@@H]1[C@H]([C@H]([C@@H](O1)N1C=CC=2C(N)=NC=NC12)O)O.C(CCC)OC1=NC=CC=C1